C(C1=CC=CC=C1)(=O)NC1=C2N=CN(C2=NC=N1)[C@H]1[C@@H]([C@@H]([C@H](O1)CNCC[C@@H](C(=O)OC(C)(C)C)NC(=O)OC(C)(C)C)O[Si](C)(C)C(C)(C)C)O[Si](C)(C)C(C)(C)C tert-butyl (S)-4-((((2R,3R,4R,5R)-5-(6-benzamido-9H-purin-9-yl)-3,4-bis((tertbutyldimethylsilyl)oxy)tetrahydrofuran-2-yl)methyl)amino)-2-((tert-butoxycarbonyl)amino)butanoate